NC=1C(NC2=C3C=CC=NC3=C(C=C2C1C1=C2C=NNC2=C(C(=C1)F)F)OC(F)(F)F)=O 3-amino-4-(6,7-difluoro-1H-indazol-4-yl)-6-(trifluoromethoxy)-1H-1,7-phenanthrolin-2-one